anti-triazole N1N=NC=C1